(R)-sec-butyl (CIS)-2-((((CIS)-4-phenylcyclohexyl)oxy)methyl)-3-(1H-pyrazol-3-yl)piperidine-1-carboxylate C1(=CC=CC=C1)[C@H]1CC[C@H](CC1)OC[C@@H]1N(CCC[C@@H]1C1=NNC=C1)C(=O)O[C@H](C)CC